(1R,4R)-5-(3-chloroisoquinoline-5-yl)-2-oxa-5-azabicyclo[2.2.1]Heptane ClC=1N=CC2=CC=CC(=C2C1)N1[C@H]2CO[C@@H](C1)C2